The molecule is an isothiocyanate that is octane in which two of the terminal methyl hydrogens at positions 1 and 8 have been replaced by isothiocyanato and methylsulfanyl groups. It has a role as an Arabidopsis thaliana metabolite. It is an isothiocyanate and a methyl sulfide. It derives from a hydride of an octane. CSCCCCCCCCN=C=S